C(=O)O.NCCNC(CNC(C1=C(C=C(C=C1)NC=1C=2N(C=CN1)C(=CN2)C=2C(=NN(C2)CC#C)C(F)(F)F)Cl)=O)=O N-[2-(2-aminoethylamino)-2-oxoethyl]-2-chloro-4-[[3-[1-prop-2-ynyl-3-(trifluoromethyl)pyrazol-4-yl]imidazo[1,2-a]pyrazin-8-yl]amino]benzamide formate